Perfluoro-3,6,9-trioxatridecan-1-ol FC(C(OC(C(OC(C(OC(C(C(C(F)(F)F)(F)F)(F)F)(F)F)(F)F)(F)F)(F)F)(F)F)(F)F)(O)F